α-n-butyl cyanoacrylate C(#N)C(C(=O)OCCCC)=C